4,6-difluoro-3-[4-(4-propylcyclohexyl)cyclohex-1-enyl]-7-(trifluoromethoxy)dibenzothiophene FC1=C(C=CC2=C1SC1=C2C=CC(=C1F)OC(F)(F)F)C1=CCC(CC1)C1CCC(CC1)CCC